NC1=CC=C(C=N1)C(C(F)(F)F)(C)O 2-(6-Amino-3-pyridyl)-1,1,1-trifluoro-propan-2-ol